C(C1=CC=CC=C1)OC=1C=C(C=C(C1)COCCOC)C1=CC=2C(=NC=CC2Cl)N1 2-(3-(benzyloxy)-5-((2-methoxyethoxy)methyl)phenyl)-4-chloro-1H-pyrrolo[2,3-b]pyridine